(9E)-hexadec-9-enoic acid C(CCCCCCC\C=C\CCCCCC)(=O)O